NC=1C=C(C=C2C=C(NC12)C1=CC=CC=C1)COC1CCC(CC1)O 4-((7-amino-2-phenyl-1H-indol-5-yl)methoxy)cyclohexan-1-ol